C(\C=C/C(=O)O)(=O)O.CC1(CCCCC1)C(=O)O[C@H]1O[C@@]([C@@H]([C@@H]1O)O)(C#N)C1=CC=C2C(=NC=NN21)N ((2R,3S,4R,5R)-5-(4-Aminopyrrolo[2,1-f][1,2,4]triazin-7-yl)-5-cyano-3,4-dihydroxytetrahydrofuran-2-yl) methylcyclohexaneformate maleate